FC=1C=C(C(=NC1)OC)[C@@H](C)N[S@](=O)C(C)(C)C (R)-N-((R)-1-(5-fluoro-2-methoxypyridin-3-yl)ethyl)-2-methylpropane-2-sulfinamide